COC1=CC=C(/C=C/B(O)O)C=C1 (E)-(4-methoxystyryl)boronic acid